C(CCCCCCCCCCCCCCC)(=O)OC[C@@H](OC(CCCCCCCCCCCCCCC)=O)COP(=O)(O)OCC[N+](C)(C)C 1,2-dipalmitoyl-trans-sn-glycero-3-phosphorylcholine